7-amino-6-chloroisoquinoline-5,8-dione NC1=C(C(C=2C=CN=CC2C1=O)=O)Cl